FC=1C(=NC=CC1)[C@@H]1N(CCC1)C1=NC=2N(C=C1)N=CC2I (R)-5-(2-(3-fluoropyridin-2-yl)pyrrolidin-1-yl)-3-iodopyrazolo[1,5-a]pyrimidine